C1=CC=C2N1C1=CC=CC=C1NC2C=2C(=NC=CC2)N2CCN(CC2)CCN2CC(C2)O 1-(2-(4-(3-(4,5-Dihydropyrrolo[1,2-a]quinoxalin-4-yl)pyridin-2-yl)piperazin-1-yl)ethyl)azetidin-3-ol